[C@]12(C(=O)CC(CC1)C2(C)C)CS(=O)(=O)[O-] (+)-(1S)-camphor-10-sulfonate